ClC1=C2C(=CNC2=C(C=C1)N1CCC(CC1)C1=CC=C(C=C1)N1CCC(CC1)CN1CCC(CC1)N1C(=CC2=C(C=CC=C12)N1C(NC(CC1)=O)=O)C)C#N 4-Chloro-7-(4-{4-[4-({4-[4-(2,4-dioxo-1,3-diazinan-1-yl)-2-methyl-1H-indol-1-yl]piperidin-1-yl}methyl)piperidin-1-yl]phenyl}piperidin-1-yl)-1H-indole-3-carbonitrile